N-[2-(1-methylpiperidin-4-yl)ethyl]-6-[(1E)-2-[2-(prop-2-enamido)phenyl]ethenyl]pyridine-2-carboxamide CN1CCC(CC1)CCNC(=O)C1=NC(=CC=C1)\C=C\C1=C(C=CC=C1)NC(C=C)=O